glycine aluminum glycolate C(CO)(=O)[O-].[Al+3].NCC(=O)O.C(CO)(=O)[O-].C(CO)(=O)[O-]